C(C(C)(C)C)OC(C(C(C(=O)OCC(C)(C)C)C)(C(C)CC)C(C)CC)=O dineopentyl-2,2-di-sec-butyl-3-methylsuccinate